(E)-3-(dimethylamino)-N-(3-(4-(1-oxo-1,2,3,4-tetrahydroisoquinolin-6-yl)-3-(trifluoromethyl)-1H-pyrazol-1-yl)phenyl)acrylamide CN(/C=C/C(=O)NC1=CC(=CC=C1)N1N=C(C(=C1)C=1C=C2CCNC(C2=CC1)=O)C(F)(F)F)C